OC=1C=C2CC[C@H]([C@H](C2=CC1)C1=C(C=C(C=C1)N1CCC(CC1)C=O)OC)C1=CC=CC=C1 1-(4-((1R,2R)-6-hydroxy-2-phenyl-1,2,3,4-tetrahydronaphthalen-1-yl)-3-methoxyphenyl)piperidine-4-carbaldehyde